C(C)(C)(C)C1=NC(=NO1)C(=O)[O-].[K+] potassium 5-tert-butyl-1,2,4-oxadiazol-3-carboxylate